OC(C=1NC(=NN1)C=1C=C(OC2=C(C=3C=CNC3C=C2)C(=O)O)C=CC1)C1=CN=C(S1)C 5-(3-(5-(hydroxy(2-methylthiazol-5-yl)methyl)-4H-1,2,4-triazol-3-yl)phenoxy)-1H-indole-4-carboxylic acid